(±)-ethyl 2-[4-[3-[(4,5-dichloro-1-methyl-indole-2-carbonyl)amino]tetrahydrofuran-3-yl]phenyl]propanoate ClC1=C2C=C(N(C2=CC=C1Cl)C)C(=O)NC1(COCC1)C1=CC=C(C=C1)C(C(=O)OCC)C